tert-butyl (2-(3-cyclopropyl-4-(4-((7-(3-(dimethylamino)propanamido)-4-oxoquinazolin-3(4H)-yl)methyl)-4-hydroxypiperidine-1-carbonyl)-1H-pyrazol-1-yl)ethyl)carbamate C1(CC1)C1=NN(C=C1C(=O)N1CCC(CC1)(O)CN1C=NC2=CC(=CC=C2C1=O)NC(CCN(C)C)=O)CCNC(OC(C)(C)C)=O